C1(=CC=CC=C1)NS(N)(=O)=O phenylsulfuric diamide